N1SSC2=C1C=NC(=N2)N di-thiazolopyrimidineamine